7-(2,8-dimethylimidazo[1,2-b]pyridazin-6-yl)-2-(4-fluoro-4-piperidinyl)thiazolo[3,2-a]pyrimidin-5-one CC=1N=C2N(N=C(C=C2C)C=2N=C3N(C(C2)=O)C=C(S3)C3(CCNCC3)F)C1